tetrabromochrysene BrC1=C(C(=C(C=2C=CC3=C4C=CC=CC4=CC=C3C12)Br)Br)Br